(R)-3-(4-cyano-2-methoxyphenoxy)-5-methyl-N-(3-(S-methyl-N-(methylglycyl)sulfonimidoyl)phenyl)-6-(p-tolyl)pyridazine-4-carboxamide C(#N)C1=CC(=C(OC=2N=NC(=C(C2C(=O)NC2=CC(=CC=C2)[S@@](=O)(=NC(CNC)=O)C)C)C2=CC=C(C=C2)C)C=C1)OC